(S)-1-((S)-1-(3-amino-1,2,4-triazin-5-yl)-2-methoxyethyl)-4-(trifluoromethyl)imidazolidin-2-one NC=1N=NC=C(N1)[C@@H](COC)N1C(N[C@@H](C1)C(F)(F)F)=O